methyl 5-methoxy-4,5,6,7-tetrahydropyrazolo[1,5-a]pyridine-2-carboxylate COC1CC=2N(CC1)N=C(C2)C(=O)OC